1-(5-Bromopyridin-3-yl)ethan-1-one BrC=1C=C(C=NC1)C(C)=O